4-Fluoro-N-(1-((3-fluoro-4-((6-hydroxy-7-methoxyquinolin-4-yl)oxy)phenyl)carbamoyl)cyclopropyl)benzamide isovanillate C(C1=CC(O)=C(OC)C=C1)(=O)O.FC1=CC=C(C(=O)NC2(CC2)C(NC2=CC(=C(C=C2)OC2=CC=NC3=CC(=C(C=C23)O)OC)F)=O)C=C1